ClC1=C(C(=NC=C1)C(C)N(S(=O)C(C)(C)C)CC)F N-(1-(4-chloro-3-fluoropyridin-2-yl)ethyl)-N-ethyl-2-methylpropane-2-sulfinamide